(S)-1-(4-{3-[(1r,3R,5S,7S)-3,5-dimethyladamantan-1-yl]ureido}-3-fluorobenzoyl)piperidine-3-carboxamide C[C@]12CC3(CC(C[C@@](C1)(C3)C)C2)NC(NC2=C(C=C(C(=O)N3C[C@H](CCC3)C(=O)N)C=C2)F)=O